N1=NC=C(C=C1)C1=NNC=C1 3-pyridazin-4-yl-1H-pyrazole